(R)-N-(4-(chlorodifluoromethoxy)phenyl)-4-methyl-6-(2-(pyrimidin-2-yl)-2,4-dihydroindeno[1,2-c]pyrazol-7-yl)-3,4-dihydro-1H-benzo[4,5]imidazo[2,1-c][1,4]oxazine-8-carboxamide ClC(OC1=CC=C(C=C1)NC(=O)C=1C=C(C2=C(N=C3COC[C@H](N32)C)C1)C1=CC=C3CC=2C(=NN(C2)C2=NC=CC=N2)C3=C1)(F)F